BrC1=C(C(=CC2=CC=C(C=C12)Br)NS(=O)(=O)C1=CC=C(C=C1)C)C=O N-(4,6-dibromo-3-formyl-2-naphthyl)-4-methylbenzenesulfonamide